N2,N4-di-isopropyl-6-methoxy-1,3,5-triazine-2,4-diamine C(C)(C)NC1=NC(=NC(=N1)NC(C)C)OC